ClC=1C=CC(=C(C(=O)C2=CC=C(C(=O)O)C=C2)C1)OCOCC 4-(5-chloro-2-(ethoxymethoxy)benzoyl)benzoic acid